ClCCO[Si](OC)(OC)CCC1=CC=CC=C1 (Chloromethyl)(Phenylethyl)Trimethoxysilane